4-decoxymethoxy-1-methylbutyl-lithium C(CCCCCCCCC)OCOCCCC(C)[Li]